trans-(tert-butoxycarbonylamino)cyclobutanecarboxylic acid C(C)(C)(C)OC(=O)NC1(CCC1)C(=O)O